C1(CC1)S(=O)(=O)C=1N=C2N(N1)[C@@H](C[C@@]2(O)[2H])C2=CC=CC=C2 cis-2-cyclopropylsulfonyl-7-deuterio-5-phenyl-5,6-dihydropyrrolo[1,2-b][1,2,4]triazol-7-ol